C(CCC)C(C(C(O)C(CCCCCCCCCCC)=O)O)(O)CCCC dibutyllauroyl-glycerol